2-(difluoromethyl)-5-(4-((5-phenyl-1,3,4-oxadiazol-2-yl)methyl)phenyl)-1,3,4-oxadiazole FC(C=1OC(=NN1)C1=CC=C(C=C1)CC=1OC(=NN1)C1=CC=CC=C1)F